2-amino-4-(4-bromophenyl)-6-(4-bromophenyl)cyanopyridine NC1=NC(=CC(=C1C#N)C1=CC=C(C=C1)Br)C1=CC=C(C=C1)Br